N=1C=C(N2C1CCCCC2)S(=O)(=O)C2=CC=C(C=C2)CNC(=O)C=2C=C1C(=NC2)NN=C1 N-[(4-{5H,6H,7H,8H,9H-imidazo[1,2-a]azepine-3-sulfonyl}phenyl)methyl]-1H-pyrazolo[3,4-b]pyridine-5-carboxamide